FC(C1=CC=C2C(=CC=NC2=C1)NC1=C(C(=O)O)C=CC=C1)(F)F 2-[(7-trifluoromethylquinolin-4-yl)amino]benzoic acid